(S)-3-amino-4,4-difluorocyclohex-1-ene-1-carboxylic acid N[C@H]1C=C(CCC1(F)F)C(=O)O